6-Cyclopropanecarboxamido-4-[(3-{3-[(1S,2S)-1-acetamido-2-hydroxypropyl]-1,2,4-oxadiazol-5-yl}-2-methoxyphenyl)amino]-N-(2H3)methylpyridazine-3-carboxamide C1(CC1)C(=O)NC1=CC(=C(N=N1)C(=O)NC([2H])([2H])[2H])NC1=C(C(=CC=C1)C1=NC(=NO1)[C@@H]([C@H](C)O)NC(C)=O)OC